3,6-dimethylmorpholine-2,5-dione CC1NC(C(OC1=O)C)=O